C(C(=C)C)(=O)OCCN(C)C di-methylaminoethyl methacrylate